[(2R,3S,4S,5S,6S)-3,5-diacetoxy-4-fluoro-6-(4-methyl-2-oxo-chromen-7-yl)oxy-tetrahydropyran-2-yl]methyl acetate C(C)(=O)OC[C@H]1O[C@H]([C@@H]([C@H]([C@H]1OC(C)=O)F)OC(C)=O)OC1=CC=C2C(=CC(OC2=C1)=O)C